OCC1(C(NCC1)=O)NC(=O)C1=C(C=C2C=CC(=CN12)OCC=1C=NC=CC1)C N-[3-(hydroxymethyl)-2-oxopyrrolidin-3-yl]-2-methyl-6-[(pyridin-3-yl)methoxy]-indolizine-3-carboxamide